(±)-1-amino-2-propanol CC(CN)O